FC1=C(C=C(/C=N/O)C=C1)OC (E)-4-Fluoro-3-methoxybenzaldehyde oxime